(R)-1-(4-((1-(5-(3-chloro-5-fluorophenyl)-4,5-dihydro-1H-pyrazole-1-carbonyl)azetidin-3-yl)oxy)-5-fluoropyridin-2-yl)-3,5-dimethyl-1H-pyrazole-4-carboxylic acid ClC=1C=C(C=C(C1)F)[C@H]1CC=NN1C(=O)N1CC(C1)OC1=CC(=NC=C1F)N1N=C(C(=C1C)C(=O)O)C